FC1=CC=2N(C=C1)C(=CN2)C2=C1CNC(C1=C(C=C2)NC2=NC(=C(C=C2)[C@@H]2COCC2)CN2C[C@@H](CC2)F)=O 4-(7-fluoro-imidazo[1,2-a]pyridin-3-yl)-7-((6-(((R)-3-fluoro-pyrrolidin-1-yl)methyl)-5-((R)-tetra-hydrofuran-3-yl)pyridin-2-yl)amino)isoindolin-1-one